2-((4-chlorophenyl)amino)-2-methylpropanoic acid ClC1=CC=C(C=C1)NC(C(=O)O)(C)C